ClC=1C(=NC=C(C1)Cl)C(=O)OC(C)C isopropyl 3,5-dichloropyridine-2-carboxylate